2-(6-hydroxypyridin-3-yl)oxazole-4-carboxamide OC1=CC=C(C=N1)C=1OC=C(N1)C(=O)N